NC=1C=CC(=C(C(=O)N[C@H](C)C2=CC=CC3=CC=CC=C23)C1)C 5-amino-2-methyl-N-[(1R)-1-(naphthalen-1-yl)ethyl]benzamide